(E)-4-(2-fluoroethoxy)-6-(4-fluorostyryl)-2-hydroxy-3-(3-methylbut-2-en-1-yl)benzoic acid FCCOC1=C(C(=C(C(=O)O)C(=C1)\C=C\C1=CC=C(C=C1)F)O)CC=C(C)C